O=C1N[C@@H]2[C@@H](OC1)CCN(C2)C(=O)OC(C)(C)C tert-Butyl (4aS,8aS)-3-oxohexahydro-2H-pyrido[4,3-b][1,4]oxazine-6(5H)-carboxylate